C1CNCCC1(F)F DIFLUOROPIPERIDINE